3-(3-(cyclopropylmethyl)-1,2,4-oxadiazol-5-yl)aniline C1(CC1)CC1=NOC(=N1)C=1C=C(N)C=CC1